C(C(O)CC(=O)O)(=O)O.FC=1C=C(C=CC1N1CCN(CC1)C)NC=1N=C(C2=C(N1)NC=C2)OC=2C=C(C=CC2)NC(C=C)=O N-(3-(2-(3-fluoro-4-(4-methylpiperazin-1-yl)phenylamino)-7H-pyrrolo[2,3-d]pyrimidin-4-yloxy)phenyl)acrylamide malate salt